4-(5-(3-((tert-butyldimethylsilyl)oxy)pyrrolidin-1-yl)-6-nitrothiazolo[4,5-b]pyridin-2-yl)morpholine [Si](C)(C)(C(C)(C)C)OC1CN(CC1)C1=C(C=C2C(=N1)N=C(S2)N2CCOCC2)[N+](=O)[O-]